ClC1=CC2=C(N=C(N=C2N2CC3(C2)CCC3)C3=C(C(=CC(=C3Cl)OC)OC)Cl)C=N1 6-chloro-2-(2,6-dichloro-3,5-dimethoxyphenyl)-4-(2-azaspiro[3.3]hept-2-yl)pyrido[3,4-d]pyrimidine